cyanuryl fluoride N1=C(F)N=C(F)N=C1F